sodium hexamethyldisilainamide CNC(=O)[Si]1=[Si](C(=C(C(=C1C)C)C)C)C.[Na]